tert-Butyl-5-(3-((tert-butyldiphenylsilyl)oxy)azetidin-1-yl)-3-isopropyl-2-(4,4,5,5-tetramethyl-1,3,2-dioxaborolan-2-yl)-1H-pyrrolo[3,2-b]pyridine-1-carboxylate C(C)(C)(C)OC(=O)N1C(=C(C2=NC(=CC=C21)N2CC(C2)O[Si](C2=CC=CC=C2)(C2=CC=CC=C2)C(C)(C)C)C(C)C)B2OC(C(O2)(C)C)(C)C